FC(S(=O)(=O)O[C@H]1[C@@H](OC(C2=CC=CC=C2)=O)O[C@@H]([C@H]1OC(C1=CC=CC=C1)=O)COC(C1=CC=CC=C1)=O)(F)F 2-O-(trifluoromethanesulfonyl)-1,3,5-tri-O-benzoyl-α-D-ribofuranose